ClC(Cl)(Cl)P trichloromethyl-phosphine